OC\C(=C/CC1(C(C(=O)OC)C=CC=C1)C)\C1=CC=C(C=C1)Br methyl (Z)-2-(4-hydroxy-3-(4-bromophenyl)-2-buten-1-yl)-2-methylbenzoate